BrC=1C=C2C(=NC1)NC(=C2C2CC2)[Si](C)(C)C 5-bromo-3-cyclopropyl-2-(trimethylsilyl)-1H-pyrrolo[2,3-b]pyridine